methyl 4-((2-((2,6-diethoxy-4'-fluoro-[1,1'-biphenyl]-4-yl)methyl)-2-azaspiro[3.3]heptane-6-yl)amino)benzoate C(C)OC1=C(C(=CC(=C1)CN1CC2(C1)CC(C2)NC2=CC=C(C(=O)OC)C=C2)OCC)C2=CC=C(C=C2)F